CN1C(=NC(=C1)C(F)(F)F)C1=CC=C(C=C1)CC(=O)OC methyl 2-(4-(1-methyl-4-(trifluoromethyl)-1H-imidazol-2-yl)phenyl)acetate